trimethylamine Sodium acetylborohydride C(C)(=O)[BH3-].[Na+].CN(C)C